C(C)C1=CN=C(S1)NC(C1=CC=CC=C1)=O N-(5-ethylthiazole-2-Yl)benzamide